S1C=CC=C2C3=CC=CC=C3C=C12 Thiafluorene